(R)-3-amino-1-(2-((6-amino-9H-purin-9-yl)methyl)-3-(azetidin-1-ylmethyl)-4-fluorophenyl)-N-cyclopropylpyrrolidine-3-carboxamide N[C@]1(CN(CC1)C1=C(C(=C(C=C1)F)CN1CCC1)CN1C2=NC=NC(=C2N=C1)N)C(=O)NC1CC1